C(C)OC=1C=CC2=C(SC3=C2C=CC=C3F)C1F 3-ethoxy-4,6-difluorodibenzo[b,d]thiophene